N1(CCCCC1)C1CCN(CC1)C=1SC(=CN1)C(=O)NCC1=NC=C(C=C1F)F 2-([1,4'-bipiperidin]-1'-yl)-N-[(3,5-difluoropyridin-2-yl)methyl]-1,3-thiazole-5-carboxamide